FC1=CC(=C(N[C@@H](C)C=2C=C(C=C3C(N(C(=NC23)C2CCOCC2)C)=O)C)C=C1)S(=O)(=O)C 8-[(1S)-1-(4-fluoro-2-methylsulfonyl-anilino)ethyl]-3,6-dimethyl-2-tetrahydropyran-4-yl-quinazolin-4-one